C12CNCC(C1C1=C3CN(C(C3=C(C=C1)F)=O)C1C(NC(CC1)=O)=O)C2 3-(4-(3-azabicyclo[3.1.1]heptan-6-yl)-7-fluoro-1-oxoisoindolin-2-yl)piperidine-2,6-dione